4-((1-(4-(2-(2-aminopyridin-3-yl)-5-(5-(difluoromethoxy)pyridin-2-yl)-3H-imidazo[4,5-b]pyridin-3-yl)benzyl)piperidin-4-yl)amino)pyrimidine-2-carbonitrile NC1=NC=CC=C1C1=NC=2C(=NC(=CC2)C2=NC=C(C=C2)OC(F)F)N1C1=CC=C(CN2CCC(CC2)NC2=NC(=NC=C2)C#N)C=C1